(S)-1-methyl-1,4,5,6-tetrahydropyrrolo[3,4-c]pyrazole-4-carboxylic acid CN1N=CC2=C1CN[C@@H]2C(=O)O